((5-(2,4-difluorophenyl)-1-((4-fluorophenyl)sulfonyl)-1H-pyrrol-3-yl)methyl)methane-d3-amine FC1=C(C=CC(=C1)F)C1=CC(=CN1S(=O)(=O)C1=CC=C(C=C1)F)CNC([2H])([2H])[2H]